tert-butyl (R)-6-ethyl-2,2-dimethyl-6,7-dihydro-[1,3]dioxolano[4',5':4,5]benzo[1,2-f][1,4]oxazepine-8(9H)-carboxylate C(C)[C@H]1OC2=C(CN(C1)C(=O)OC(C)(C)C)C=C1C(=C2)OC(O1)(C)C